2-(1-oxo-2',3,3',4,5',6'-hexahydro-1H-spiro[naphthalene-2,4'-pyran]-7-yl)acetic acid O=C1C2=CC(=CC=C2CCC12CCOCC2)CC(=O)O